N-nonylcyclohexane-1,4-diamine C(CCCCCCCC)NC1CCC(CC1)N